FC1=C(C(=O)NC2=NC(=CC=C2)CN2CCN(CC2)C)C=CC(=C1)F 2,4-difluoro-N-(6-((4-methylpiperazin-1-yl)methyl)pyridin-2-yl)benzamide